CC1=CC=C(C=C1)S(=O)(=O)N[C@@H]1C(N(C(C1)=O)C1CC(C1)CCC1=NC(=CC=C1)NC)=O 4-methyl-N-((S)-1-((1r,3R)-3-(2-(6-(methylamino)pyridin-2-yl)ethyl)cyclobutyl)-2,5-dioxopyrrolidin-3-yl)benzenesulfonamide